C1(CC1)CN1CCN(CC1)C1CCC2(OCCO2)CC1 1-(cyclopropylmethyl)-4-[1,4-dioxaspiro[4.5]decan-8-yl]piperazine